N-[5-(1H-benzimidazol-2-yl)-1-[(4-methoxyphenyl)methyl]pyrazol-3-yl]-2-(3-methoxyazetidin-1-yl)pyrimidine-5-carboxamide N1C(=NC2=C1C=CC=C2)C2=CC(=NN2CC2=CC=C(C=C2)OC)NC(=O)C=2C=NC(=NC2)N2CC(C2)OC